COC=1C=C(C=CC1OC)C=1N=C2N(C(C1)=O)C=C(C=C2)N2CCN(CCC2)C 2-(3,4-Dimethoxyphenyl)-7-(4-methyl-1,4-diazacycloheptan-1-yl)-4H-pyrido[1,2-a]pyrimidin-4-one